OC=1C=2N(C=C(C1)C=1C=NN(C1)C)N=CC2C(=O)NC(C)C 4-hydroxy-N-isopropyl-6-(1-methyl-1H-pyrazol-4-yl)pyrazolo[1,5-a]Pyridine-3-carboxamide